acryloxycarbazole C(C=C)(=O)OC1=CC=CC=2C3=CC=CC=C3NC12